ClCC(=O)C1=CC(=CC=C1)C=C 2-chloro-1-(3-ethenylphenyl)ethan-1-one